CC1=NOC=C1C1=CC=C2C(N(C=NC2=C1)[C@H](C)C=1C=C(C(=O)NCC2CCN(CC2)C)C=CC1)=O (R)-3-(1-(7-(3-Methylisoxazol-4-yl)-4-oxoquinazolin-3(4H)-yl)ethyl)-N-((1-methylpiperidin-4-yl)methyl)benzamide